N-((4,6-dimethyl-2-oxo-1,2-dihydropyridin-3-yl)methyl)-3-(N-ethylcyclopropanecarboxamido)-2-methyl-5-(6-(4-(pyrrol-1-yl)piperidin-1-yl)pyridin-3-yl)benzamide CC1=C(C(NC(=C1)C)=O)CNC(C1=C(C(=CC(=C1)C=1C=NC(=CC1)N1CCC(CC1)N1C=CC=C1)N(C(=O)C1CC1)CC)C)=O